((trifluoromethyl) sulfonyloxy)-3,6-dihydropyridine-1(2H)-carboxylate FC(S(=O)(=O)OC1N(CC=CC1)C(=O)[O-])(F)F